(R)-N-(1-(4-chlorophenyl)-2,2,2-trifluoroethyl)-N-methyl-[1,2,5]thiadiazolo[3,4-b]pyridine-6-sulfonamide ClC1=CC=C(C=C1)[C@H](C(F)(F)F)N(S(=O)(=O)C1=CC=2C(N=C1)=NSN2)C